C(#N)C1=C2C[C@H](C(NC2=CC=C1)=O)[C@H](C)NCCC=1C=CC(=C(C1)CC(=O)O)C |o1:5| 2-(5-(2-(((S)-1-((S or R)-5-cyano-2-oxo-1,2,3,4-tetrahydroquinolin-3-yl)ethyl)amino)ethyl)-2-methylphenyl)acetic acid